N=C1N(N=CC=N1)C imino-2-methyl-1,2,4-triazine